1-(1-methylcyclobutane-1-carbonyl)piperidin-4-yl-1H-pyrazol CC1(CCC1)C(=O)N1CCC(CC1)N1N=CC=C1